CC1(OB(OC1(C)C)C1=CC2=C(N=C(S2)NCCCCCCCCCCCC(=O)OC(C)(C)C)C=C1)C tert-butyl 12-((6-(4,4,5,5-tetramethyl-1,3,2-dioxaborolan-2-yl)benzo[d]thiazol-2-yl)amino)dodecanoate